N1[C@@H](CC1)COC=1C=CC(=C(C(=O)NC2(CC2)C2=C3C=CC=NC3=CC(=C2)C=2SC(=NN2)C)C1)C (S)-5-(Azetidin-2-ylmethoxy)-2-methyl-N-(1-(7-(5-methyl-1,3,4-thiadiazol-2-yl)quinolin-5-yl)cyclopropyl)benzamide